5-chloro-2-fluoro-N-(4-(4-((1-isopropylpiperidin-4-yl)oxy)-3-methyl-1H-pyrazolo[3,4-d]pyrimidin-6-yl)phenyl)benzenesulfonamide ClC=1C=CC(=C(C1)S(=O)(=O)NC1=CC=C(C=C1)C1=NC(=C2C(=N1)NN=C2C)OC2CCN(CC2)C(C)C)F